(S)-8-(2-amino-6-((R)-2,2,2-trifluoro-1-(2-(3-methyl-1H-pyrazol-1-yl)-5-vinylphenyl)ethoxy)pyrimidin-4-yl)-2,8-diazaspiro[4.5]decane-3-carboxylic acid NC1=NC(=CC(=N1)N1CCC2(C[C@H](NC2)C(=O)O)CC1)O[C@@H](C(F)(F)F)C1=C(C=CC(=C1)C=C)N1N=C(C=C1)C